3-(2-Chlorophenyl)-2-methyl-3-(2-methylpyrimidin-5-yl)propanenitrile ClC1=C(C=CC=C1)C(C(C#N)C)C=1C=NC(=NC1)C